1-n-butylbiguanidine C(CCC)NC(=N)NNC(=N)N